3-[(4-Fluorophenoxy)methyl]-4-methyl-2-[6-methyl-3-(4-methyl-1H-1,2,3-triazol-1-yl)pyridin-2-carbonyl]-2-azabicyclo[3.1.1]heptan FC1=CC=C(OCC2N(C3CC(C2C)C3)C(=O)C3=NC(=CC=C3N3N=NC(=C3)C)C)C=C1